C(C)(C)(C)C=1C(=C(CC2=C(C(=CC(=C2)C)C(C)(C)C)C2=C(C(=O)[O-])C=CC(=C2)C(=O)[O-])C=C(C1)C)O 2-(3'-tert-butyl-2'-hydroxy-5'-methylbenzyl)-6-tert-butyl-4-methylphenylterephthalate